N1(N=CC=C1)C=1C=C(CC2=NN3C(=NC=4C(=CC=CC4C3=C2)OC)N)C=CC1 2-(3-(1H-pyrazol-1-yl)benzyl)-7-methoxypyrazolo[1,5-c]quinazolin-5-amine